zinc mercury gallium selenium [Se].[Ga].[Hg].[Zn]